CNC(=O)C1CCN(CC1)C N,1-dimethylpiperidine-4-carboxamide